CN1C(=NC2=C1C=CC=C2)C2=CC(=C(C=C2)[N+](=O)[O-])C 1-methyl-2-(3-methyl-4-nitrophenyl)-1H-benzo[d]imidazole